O1CC(CC2=CC=CC=C12)NC(=O)C1=CC=NC=2N1N=C(C2C(=O)N)C N7-chroman-3-yl-2-methyl-pyrazolo[1,5-a]pyrimidine-3,7-dicarboxamide